BrCC(=O)C1=NC=C(C=C1)F 2-bromo-1-(5-fluoropyridin-2-yl)ethanone